C(C)(C)(C)OC(=O)NC12CCC(CC1)(CC2)C(=O)O 4-(tert-butoxycarbonylamino)bicyclo[2.2.2]Octane-1-carboxylic acid